2-(((3,5-dichloropyridin-4-yl)methyl)thio)-5,6,7,8-tetrahydroquinazolin-4(3H)-one ClC=1C=NC=C(C1CSC1=NC=2CCCCC2C(N1)=O)Cl